C(C)N(C(=O)C1=C(C=CC(=C1)F)C=1C=C(N2C1C=NC=C2C)OC2CN(C2)C(=O)OC(C)(C)C)C(C)C tert-Butyl 3-[(8-{2-[ethyl(isopropyl)carbamoyl]-4-fluorophenyl}-4-methylpyrrolo[1,2-a]pyrazin-6-yl)oxy]azetidine-1-carboxylate